N,N'-diisopropylsilanediamine C(C)(C)N[SiH2]NC(C)C